5-(3-methyl-4-(3-methylbut-1-ynyl)phenoxy)-1H-1,2,3-triazole-4-carboxylic acid CC=1C=C(OC2=C(N=NN2)C(=O)O)C=CC1C#CC(C)C